C(C)N1C(=NN(C1=O)C=1C=C2C(=NN(C(C2=CC1F)=O)C1=C(C=CC=C1C)F)C(C(F)(F)F)C)CO 6-(4-ethyl-3-(hydroxymethyl)-5-oxo-4,5-dihydro-1H-1,2,4-triazol-1-yl)-7-fluoro-2-(2-fluoro-6-methylphenyl)-4-(1,1,1-trifluoropropan-2-yl)phthalazin-1(2H)-one